NC(COC1=C2C(=NN(C2=CC=C1)C#CC=1C=NC=CC1)C=1C=NC=CC1)CC(C)C (2-amino-4-methylpentyloxy)pyridin-3-ylpyridin-3-ylethynyl-1H-indazole